5-((1-(4-(3-(Azetidin-1-yl)pyrrolidin-1-yl)phenyl)-1H-imidazol-4-yl)amino)pyrazine-2-carbonitrile N1(CCC1)C1CN(CC1)C1=CC=C(C=C1)N1C=NC(=C1)NC=1N=CC(=NC1)C#N